CC1=NN(C=C1NC1=NC=C(C(=C1)NCCCN1C(CCC1)=O)C(F)(F)F)C1CCN(CC1)C 1-(3-((2-((3-methyl-1-(1-methylpiperidin-4-yl)-1H-pyrazol-4-yl)amino)-5-(trifluoromethyl)pyridin-4-yl)amino)propyl)pyrrolidin-2-one